C(N)(=O)N[C@H](C1=C(C=CC=C1)Cl)C(=O)O |r| DL-N-carbamyl-o-chlorophenylglycine